P(=O)(O)(O)[O-].C(CCCCCCCCCCCCCCC)[N+](C)(C)CCO hexadecyl(2-hydroxyethyl)dimethyl-ammonium dihydrogen phosphate